C(C)N(C(N[C@H](C(=O)O)CCN(CCCCC1=NC=2NCCCC2C=C1)CCC(F)F)=O)CC (S)-2-(3,3-diethylureido)-4-((3,3-difluoropropyl)(4-(5,6,7,8-tetrahydro-1,8-naphthyridin-2-yl)butyl)amino)butanoic acid